ClC=1C=C(C(=O)NC=2C=CC(=NC2)C=2N=NN(C2NC(O[C@H](C)C=2C(=NC=CC2)F)=O)C)C=CN1 (R)-1-(2-fluoropyridin-3-yl)ethyl (4-(5-(2-chloroisonicotinamido)pyridin-2-yl)-1-methyl-1H-1,2,3-triazol-5-yl)carbamate